1,4-butanediol-bis-[3-(3,5-di-t-butyl 4-hydroxyphenyl)-propionate] C(C)(C)(C)C=1C=C(C=C(C1O)C(C)(C)C)CCC(=O)OCCCCOC(CCC1=CC(=C(C(=C1)C(C)(C)C)O)C(C)(C)C)=O